(S)-N-(6-(1H-pyrazol-4-yl)isoquinolin-3-yl)-2-(2-methylpyrrolidin-1-yl)acetamide N1N=CC(=C1)C=1C=C2C=C(N=CC2=CC1)NC(CN1[C@H](CCC1)C)=O